CC1(C(C1C=CC)C(=O)[O-])C 2,2-dimethyl-3-(1-propenyl)cyclopropancarboxylat